C1(=CC=CC=C1)C1NC(OC1)=O 4-phenyl-Oxazolidin-2-one